Cl.FC1=CC(=CC=2N=C(OC21)NC=2SC1=C(N2)C=CC(=C1)C(F)(F)F)C1CCNCC1 7-fluoro-5-(piperidin-4-yl)-N-(6-(trifluoromethyl)benzo[d]thiazol-2-yl)benzo[d]oxazol-2-amine hydrochloride